FC1(CCN(CC1)C1=CC2=C(C3=C(C(C=C(N3CC2)OC[C@H]2OCCOC2)=O)C)C=C1)F 9-(4,4-difluoro-1-piperidyl)-4-[[(2S)-1,4-dioxan-2-yl]methoxy]-1-methyl-6,7-dihydrobenzo[a]quinolizin-2-one